C1(CCCCC1)[C@@H](C(=O)O)N (S)-2-cyclohexyl-2-aminoacetic acid